(S)-(1-((6-methoxy-3-vinylpyridin-2-yl)amino)-1-oxobut-3-en-2-yl)carbamic acid benzyl ester C(C1=CC=CC=C1)OC(N[C@H](C(=O)NC1=NC(=CC=C1C=C)OC)C=C)=O